NCC(CO)C 2-aminomethyl-propanol